Cyclopropyl-3-ethyl-8-(6-((4-(benzamidomethyl)benzyl)amino)pyrid-3-yl)xanthine C1(CC1)N1C(=O)N(C=2N=C(NC2C1=O)C=1C=NC(=CC1)NCC1=CC=C(C=C1)CNC(C1=CC=CC=C1)=O)CC